FC1=C(C=C(COB(O)O)C=C1)C(=O)OC (4-fluoro-3-(methoxycarbonyl)benzyl)boric acid